O1C(=CC2=C1C=CC=C2)C(=O)NC2=CC=C(C=C2)N2C1=C(NC(CC2=O)=O)C2=CC=CC=C2C=C1 5-[4-[(benzofuran-2-yl)carbonylamino]phenyl]-1H-naphtho[1,2-b][1,4]diazepine-2,4(3H,5H)-dione